2-Mercaptocyclopentanol SC1C(CCC1)O